1-(2-chlorophenyl)-3-[1-(2-fluorophenyl)-5-oxopyrrolidin-3-yl]imidazolidine-2,4,5-trion ClC1=C(C=CC=C1)N1C(N(C(C1=O)=O)C1CN(C(C1)=O)C1=C(C=CC=C1)F)=O